CCCCCCCC/C=C\\CCCCCCCC(=O)OC[C@H](COP(=O)(O)OCCN)OC(=O)CCCCCCC/C=C\\CCCCCCCC The molecule is a 1,2-diacyl-sn-glycero-3-phosphoethanolamine in which the acyl substituent both at positions 1 and 2 is specified as (9Z)-octadecenoyl respectively. It has a role as a mouse metabolite. It derives from an oleic acid.